BrC1=CC=C2C(=CC(=NC2=C1)Cl)C(=O)OC methyl 7-bromo-2-chloroquinoline-4-carboxylate